N[C@H]1C[C@H](CC1)C(=O)NCCCNC(C1=C(C=C(C=C1)NC=1C=2N(C=CN1)C(=CN2)C=2C(=NN(C2)CC(F)F)C(F)(F)F)CC)=O N-(3-((1S,3R)-3-aminocyclopentane-1-carboxamido)propyl)-4-((3-(1-(2,2-difluoroethyl)-3-(trifluoromethyl)-1H-pyrazol-4-yl)imidazo[1,2-a]pyrazin-8-yl)amino)-2-ethylbenzamide